4-{4-[(1H-1,3-benzodiazol-7-yl)methyl]piperazin-1-yl}-6-bromo-1-methyl-2-oxo-1,2-dihydro-1,5-naphthyridine-3-carbonitrile N1C=NC2=C1C(=CC=C2)CN2CCN(CC2)C2=C(C(N(C1=CC=C(N=C21)Br)C)=O)C#N